5-(benzyloxy)-N-(1-benzylpiperidin-4-yl)-2-methylbenzofuran-3-carboxamide C(C1=CC=CC=C1)OC=1C=CC2=C(C(=C(O2)C)C(=O)NC2CCN(CC2)CC2=CC=CC=C2)C1